CC1=C(C=CC(=C1)N)C1=C(C=CC=C1N)C 2,2'-dimethyl-4,6'-diaminobiphenyl